CC(CCCCCCCCCCC)(C(CCCl)[Si](OC)(OC)OC)C dimethyl-dodecyl-[3-(trimethoxysilyl)propyl] chloride